FC(OC1=CC=CC=2C(N([C@H]3CC([C@@H](C21)C3)=O)C)=O)F (3R,6R)-7-(difluoromethoxy)-2-methyl-3,4-dihydro-3,6-methanobenzo[c]azocine-1,5(2H,6H)-dione